BrC=1N=C(C(=NC1)N1C=C(C2=CC=C(C=C12)Cl)S(=O)(=O)N)OC (5-bromo-3-methoxypyrazin-2-yl)-6-chloro-1H-indole-3-sulfonamide